C1(CC1)S(=O)(=O)N1N=CC(=C1)C1=NC=CC(=N1)C1(C=C(C(=CN1)C1=NC=C(C=C1)CN1CCN(CC1)C)NC1CCC(CC1)NCCF)N 6'-(2-(1-(Cyclopropylsulfonyl)-1H-pyrazol-4-yl)pyrimidin-4-yl)-N4'-((1s,4s)-4-((2-fluoroethyl)amino)cyclohexyl)-5-((4-methylpiperazin-1-yl)methyl)-[2,3'-bipyridine]-4',6'-diamine